N=1NN=NC1CC=1C=CC(=C(CC=2C(=NC(=NC2C)N)N[C@@H](CC(=O)O)CCCC)C1)OC (R)-3-((5-(5-((2H-tetrazol-5-yl)methyl)-2-methoxybenzyl)-2-amino-6-methylpyrimidin-4-yl)amino)heptanoic acid